C(C)(C)(C)OC(=O)N1[C@@H](C[C@@](CC1)(C(=O)OC(C)(C)C)CC1=NC(=CC(=C1F)C(CC)=O)Cl)C di-tert-butyl-(2R,4R)-4-((6-chloro-3-fluoro-4-propionylpyridin-2-yl) methyl)-2-methylpiperidine-1,4-dicarboxylate